bis(cyclopentadienyl)bis[2,6-difluoro-3-(N-(3,7-dimethyl-7-methoxyoctyl)benzoylamino)phenyl]titanium C1(C=CC=C1)[Ti](C1=C(C(=CC=C1F)N(CCC(CCCC(C)(C)OC)C)C(C1=CC=CC=C1)=O)F)(C1=C(C(=CC=C1F)N(CCC(CCCC(C)(OC)C)C)C(C1=CC=CC=C1)=O)F)C1C=CC=C1